CC=1N(C(=CC1)C)C1=C(C(=C(C(=C1F)F)C=1C=CC2=C(NC(=N2)C)C1)F)F 6-(4-(2,5-DiMethyl-1H-Azol-1-yl)-2,3,5,6-Tetrafluorophenyl)-2-Methyl-1H-benzo[d]Imidazol